CN1CCC(CC1)OC=1C=CC(=NC1)N1CN=C(C(=C1)F)C=1C=C2C3(C(=NC2=C(C1)F)C)CCCC3 N-(5-((1-methylpiperidin-4-yl)oxy)-pyridin-2-yl)-5-fluoro-4-(7'-fluoro-2'-methylspiro[cyclopentane-1,3'-indol]-5'-yl)pyrimidine